COC(CC1CCN(CC1)C1=C(C=C(C=C1F)NC1C(NC(CC1)=O)=O)F)=O 2-[1-[4-[(2,6-dioxo-3-piperidyl)amino]-2,6-difluoro-phenyl]-4-piperidyl]acetic acid methyl ester